O=C1NC(CCC1N1C(C2=CC=C(C=C2C1)N1CCN(CC1)C=C1CCN(CC1)C(=O)[O-])=O)=O 4-((4-(2-(2,6-dioxopiperidin-3-yl)-1-oxoisoindolin-5-yl)piperazin-1-yl)methyl-yl)piperidine-1-carboxylate